N-(4-((2-methoxyethyl)amino)pyridin-2-yl)-5-formyl-1-methyl-1H-pyrrolo[3,2-b]pyridine-3-Formamide COCCNC1=CC(=NC=C1)NC(=O)C1=CN(C=2C1=NC(=CC2)C=O)C